2-(cyclobutylmethyl)-5-(imidazo[1,2-a]pyridin-6-yl)-7H-pyrrolo[2,3-d]pyrimidine C1(CCC1)CC=1N=CC2=C(N1)NC=C2C=2C=CC=1N(C2)C=CN1